7-(2-hydroxyethyl)-3,4-dihydro-1,8-naphthyridine-1(2H)-carboxylic acid tert-butyl ester C(C)(C)(C)OC(=O)N1CCCC2=CC=C(N=C12)CCO